(2-((5-bromo-2-((2-cyclopropyloxy-5-cyclopropyl-4-(4-(piperazin-1-yl)piperidin-1-yl)phenyl)amino)pyrimidin-4-yl)amino)quinolin-1-yl)dimethylphosphine oxide BrC=1C(=NC(=NC1)NC1=C(C=C(C(=C1)C1CC1)N1CCC(CC1)N1CCNCC1)OC1CC1)NC1N(C2=CC=CC=C2C=C1)P(C)(C)=O